dioleyl-phosphonic acid C(CCCCCCC\C=C/CCCCCCCC)OP(OCCCCCCCC\C=C/CCCCCCCC)=O